2-Methyl-5-((1-methylpyrrolidin-2-yl)methoxy)-N-(1-(7-(prop-1-en-2-yl)quinolin-5-yl)cyclopropyl)benzamide CC1=C(C(=O)NC2(CC2)C2=C3C=CC=NC3=CC(=C2)C(=C)C)C=C(C=C1)OCC1N(CCC1)C